S-(3-((chlorocarbonyl)oxy)butan-2-yl) methanesulfonothioate CS(=O)(SC(C)C(C)OC(=O)Cl)=O